7-(3-(4,4,5,5-tetramethyl-1,3,2-dioxaborolan-2-yl)phenyl)-6,7-dihydro-5H-cyclopenta[b]pyridin-7-ol CC1(OB(OC1(C)C)C=1C=C(C=CC1)C1(CCC=2C1=NC=CC2)O)C